O=C([C@H](C)NC(C)=O)N1CCN(CC1)C1=CC(=CC=C1)C(F)(F)F (S)-N-(1-oxo-1-(4-(3-(trifluoromethyl)phenyl)piperazin-1-yl)propan-2-yl)acetamide